4-[(tert-butoxycarbonyl)amino]cuban-1-carboxylic acid C(C)(C)(C)OC(=O)NC12C3C4C5(C(C14)C2C53)C(=O)O